3-Iodopyrazol IC1=NNC=C1